C(C=C)C1(CCCC1)CO [1-(prop-2-en-1-yl)cyclopentyl]methanol